(S)-dimethyl 4,5,7-trimethyl-6-(1-(4-(4,4,5,5-tetramethyl-1,3,2-dioxaborolan-2-yl)benzyl)-1H-naphtho[1,8-de][1,3,2]diazaborinin-2(3H)-yl)-1,3-dihydro-2H-indene-2,2-dicarboxylate CC1=C2CC(CC2=C(C(=C1C)B1N(C=2C3=C(N1)C=CC=C3C=CC2)CC2=CC=C(C=C2)B2OC(C(O2)(C)C)(C)C)C)(C(=O)OC)C(=O)OC